2-{3-[(3ar,4s,6as)-4-(dimethylamino)hexahydrocyclopenta[c]pyrrol-2(1H)-yl]-1,2,4-triazin-6-yl}-5-(1H-pyrazol-4-yl)phenol CN([C@H]1CC[C@@H]2CN(C[C@@H]21)C=2N=NC(=CN2)C2=C(C=C(C=C2)C=2C=NNC2)O)C